(1R,3R,4R)-2-((3-chlorophenyl)-D-leucyl)-N-((S)-1-cyano-2-((R)-2-oxopyrrolidin-3-yl)ethyl)-5,5-difluoro-2-azabicyclo[2.2.2]octane-3-carboxamide ClC=1C=C(C=CC1)N[C@H](CC(C)C)C(=O)N1[C@H]2CC([C@@H]([C@@H]1C(=O)N[C@@H](C[C@@H]1C(NCC1)=O)C#N)CC2)(F)F